ethyl 4-((3-((tert-butoxycarbonyl)amino)phenyl)amino)-2-chloropyrimidine-5-carboxylate C(C)(C)(C)OC(=O)NC=1C=C(C=CC1)NC1=NC(=NC=C1C(=O)OCC)Cl